(S)-3-benzyl-6,9-dimethyl-2-(pyridin-4-ylethynyl)-4H,6H-thieno[2,3-e][1,2,4]triazolo[3,4-c][1,4]oxazepine C(C1=CC=CC=C1)C1=C(SC=2N3C([C@@H](OCC21)C)=NN=C3C)C#CC3=CC=NC=C3